N,N-dibenzyl-benzthiazolylsulfenamide C(C1=CC=CC=C1)N(SC=1SC2=C(N1)C=CC=C2)CC2=CC=CC=C2